C(#N)[C@H](C[C@H]1C(NCC1)=O)NC([C@H](CC(C)C)NC(=O)C=1NC2=CC=C(C=C2C1)CC)=O N-[(2S)-1-({(1S)-1-cyano-2-[(3S)-2-oxopyrrolidin-3-yl]ethyl}amino)-4-methyl-1-oxopentan-2-yl]-5-ethyl-1H-indole-2-carboxamide